3-((1S,3R)-6-amino-1-(4-bromo-2,6-difluorophenyl)-5-fluoro-3-methyl-3,4-dihydroisoquinolin-2(1H)-yl)-2,2-difluoropropan-1-ol NC=1C(=C2C[C@H](N([C@@H](C2=CC1)C1=C(C=C(C=C1F)Br)F)CC(CO)(F)F)C)F